C1(=CC=CC=C1)NC1=NC(=NC=C1)NC(OC(C)(C)C)=O Tert-butyl (4-(phenylamino)pyrimidin-2-yl)carbamate